NC1=CC=C2C(=CC(NC2=N1)=O)C(C(F)(F)F)(F)F 7-amino-4-(1,1,2,2,2-pentafluoroethyl)-1H-1,8-naphthyridin-2-one